CC1=C[C@]2(C(C3=CC=CC=C13)=O)OCCC2 (R)-4'-methyl-4,5-dihydro-1'H,3H-spiro[furan-2,2'-naphthalene]-1'-one